[2-[6-[[5-(4-fluorophenyl)thiazol-2-yl]amino]imidazo[4,5-c]pyridin-1-yl]ethyl]-3-hydroxy-pyrrolidine-2-carboxamide FC1=CC=C(C=C1)C1=CN=C(S1)NC1=CC2=C(C=N1)N=CN2CCN2C(C(CC2)O)C(=O)N